2-[(2,4-dichloropyrrolo[2,3-d]pyrimidin-7-yl)methoxy]ethyl-trimethyl-silane ClC=1N=C(C2=C(N1)N(C=C2)COCC[Si](C)(C)C)Cl